FC1=C2C(NC(=NC2=CC(=C1)OC[C@H]1[C@@H](CN(CC1)C)F)CSC1CCOCC1)=O 5-Fluoro-7-(((3S,4S)-3-fluoro-1-methylpiperidin-4-yl)methoxy)-2-(((tetrahydro-2H-pyran-4-yl)thio)methyl)quinazolin-4(3H)-one